1-bromo-1-deoxy-2,3,4-tri-O-acetyl-α-D-glucuronic acid methyl ester COC([C@@H]1[C@H]([C@@H]([C@H]([C@H](O1)Br)OC(C)=O)OC(C)=O)OC(C)=O)=O